(1aS,7bR)-5-({1-[(2S)-2-amino-2-(1H-imidazol-4-yl)propanoyl]azetidin-3-yl}oxy)-2-hydroxy-1,1a,2,7b-tetrahydrocyclopropa[c][1,2]benzoxaborinine-4-carboxylic acid N[C@@](C(=O)N1CC(C1)OC1=C(C2=C([C@H]3[C@@H](B(O2)O)C3)C=C1)C(=O)O)(C)C=1N=CNC1